3-bromopyridine oxide BrC=1C=[N+](C=CC1)[O-]